C12CN(CC(CNC1)N2)C(=O)OCC(Cl)(Cl)Cl 2,2,2-trichloroethyl 3,7,9-triazabicyclo[3.3.1]nonane-3-carboxylate